FC1=CC=C(CCO)C=C1 p-fluorophenethyl alcohol